S1C2=C(C=C1COC1=C(SC=C1Br)C(=O)O)C=CC=C2 3-(benzo[b]thiophen-2-ylmethoxy)-4-bromothiophene-2-carboxylic acid